C(C)(C)N1C(=NC(=C1)C(F)(F)F)C12COC(CC1)(CC2)CN ({4-[1-isopropyl-4-(trifluoromethyl)-2-imidazolyl]-2-oxabicyclo[2.2.2]oct-1-yl}methyl)amine